(SR)-Trimethylolpropane triacrylate C(C=C)(=O)O.C(C=C)(=O)O.C(C=C)(=O)O.C(O)C(CC)(CO)CO